CC1N(C=CC(C1)=O)C(=O)OCC1=CC=CC=C1 Benzyl 2-methyl-4-oxo-2,3-dihydropyridine-1-carboxylate